C(C)C1C(=CN=CN1)B(O)O 6-ETHYL-1,6-DIHYDROPYRIMIDIN-5-YLBORONIC ACID